2-(3-iodo-4-methoxybenzoyl)-5,6,7-trimethoxyquinazolin-4(3H)-one IC=1C=C(C(=O)C2=NC3=CC(=C(C(=C3C(N2)=O)OC)OC)OC)C=CC1OC